1-(tert-Butyl)-5-fluoro-N-(2-fluoro-4-methyl-5-(2-methyl-8-morpholino-[1,2,4]triazolo[1,5-a]pyridin-6-yl)phenyl)-1H-pyrazole-4-carboxamide C(C)(C)(C)N1N=CC(=C1F)C(=O)NC1=C(C=C(C(=C1)C=1C=C(C=2N(C1)N=C(N2)C)N2CCOCC2)C)F